1-[5-(7,8-dichloro-3-fluoro-6-methyl-1,5-naphthyridin-2-yl)pyridin-2-yl]-1lambda5-phospholan-1-one ClC1=C(N=C2C=C(C(=NC2=C1Cl)C=1C=CC(=NC1)P1(CCCC1)=O)F)C